Racemic-cis-4-(4-(4-(dimethoxymethyl)piperidin-1-yl)phenyl)-3-phenylchroman-7-ol COC(C1CCN(CC1)C1=CC=C(C=C1)[C@@H]1[C@@H](COC2=CC(=CC=C12)O)C1=CC=CC=C1)OC |r|